(E)-3-benzyl-4-oxo-1-(3-(3-(trifluoromethyl)phenyl)allyl)-4H-pyrido[1,2-a]pyrimidin-1-ium-2-ol C(C1=CC=CC=C1)C1=C([N+](=C2N(C1=O)C=CC=C2)C\C=C\C2=CC(=CC=C2)C(F)(F)F)O